FC(C1=CC=C(C=C1)C1=CN=CN1)(F)F 5-[4-(trifluoromethyl)phenyl]-1H-imidazol